ClC1=NC(=NC(=N1)C1=CC=CC=C1)C1=CC=C(C=C1)N1C2=CC=CC=C2OC=2C=CC=CC12 10-(4-(4-chloro-6-phenyl-1,3,5-triazin-2-yl)phenyl)-10H-phenoxazine